NC1=C(C=NN1C1=C(C=CC=C1)OC(F)F)C(=O)N1C[C@@]2(CCC1)C1=C(NC(O2)=O)C=CC(=C1F)Cl (R)-1'-(5-Amino-1-(2-(difluoromethoxy)phenyl)-1H-pyrazole-4-carbonyl)-6-chloro-5-fluorospiro[benzo[d][1,3]oxazine-4,3'-piperidin]-2(1H)-one